N-hexyl-N'-octylurea C(CCCCC)NC(=O)NCCCCCCCC